monochlorosulfonyl-benzene ClS(=O)(=O)C1=CC=CC=C1